2-((2-methanesulfonamido-3,5-difluorophenyl)amino)-5-fluoropyridine CS(=O)(=O)NC1=C(C=C(C=C1F)F)NC1=NC=C(C=C1)F